Cl.FC=1C=C(C=C(C1CC1CCNCC1)OC)C=1C2=C(C(N(C1)C)=O)N(N=C2)CC2=CC=C(C=C2)OC 4-[3-fluoro-5-methoxy-4-(4-piperidinylmethyl)phenyl]-1-[(4-methoxyphenyl)methyl]-6-methyl-pyrazolo[3,4-C]pyridin-7-one HCl